o-NITROPHENOL [N+](=O)([O-])C1=C(C=CC=C1)O